C[C@H]1NCC(N(C1)C(=O)OC(C)(C)C)C1=CC(=CC=C1)C(F)(F)F (5R)-tert-butyl 5-methyl-2-(3-(trifluoromethyl)phenyl)piperazine-1-carboxylate